3,5-dimethylbenzoylthiooxysulfide CC=1C=C(C(=O)SOSOSC(C2=CC(=CC(=C2)C)C)=O)C=C(C1)C